ClC1=NC(=CC(=N1)Cl)C(F)(F)F 2,4-dichloro-6-trifluoromethyl-pyrimidine